[Si](C1=CC=CC=C1)(C1=CC=CC=C1)(C(C)(C)C)OCCOC=1C2=C(N=C(N1)N[C@@H](C(F)(F)F)C)N(C=C2C=2C=CC=1N(C2)C=CN1)CO (R)-(4-(2-((tert-butyldiphenylsilyl)oxy)ethoxy)-5-(imidazo[1,2-a]pyridin-6-yl)-2-((1,1,1-trifluoropropan-2-yl)amino)-7H-pyrrolo[2,3-d]pyrimidin-7-yl)methanol